O1C=CC=2C=NC=C(C21)C(=O)[O-] Furano[3,2-c]Pyridine-7-carboxylate